FC=1C(=C(C=CC1F)[C@H]1[C@@H](O[C@]([C@H]1C)(C(F)(F)F)C)C(=O)NC=1C=NC(=CC1)[C@H](CNC(C)(C)C)O)S(=O)(=O)C (2R,3S,4S,5R)-3-(3,4-difluoro-2-methylsulfonylphenyl)-N-(6-((S)-2-(tert-butylamino)-1-hydroxyethyl)pyridin-3-yl)-4,5-dimethyl-5-(trifluoromethyl)tetrahydrofuran-2-carboxamide